N-[(3S)-3-Aminopyrrolidin-1-yl]sulfonyl-6-(2,4-difluorophenyl)-2-[(4S)-2,2,4-trimethylpyrrolidin-1-yl]pyridin-3-carboxamid N[C@@H]1CN(CC1)S(=O)(=O)NC(=O)C=1C(=NC(=CC1)C1=C(C=C(C=C1)F)F)N1C(C[C@@H](C1)C)(C)C